1-[6-chloro-2-[3-(difluoromethoxy)-5-methyl-pyrazol-1-yl]-3-pyridyl]ethanone ClC1=CC=C(C(=N1)N1N=C(C=C1C)OC(F)F)C(C)=O